C(=O)C1=CNC2=CC=NC=C12 3-FORMYL-5-AZAINDOLE